N-(4-Chloro-3-((3-methyl-2-butenyl)oxy)phenyl)-2-methyl-3-furancarbothioamide ClC1=C(C=C(C=C1)NC(=S)C1=C(OC=C1)C)OCC=C(C)C